N-(1-(5-(3-cyano-6-ethoxypyrazolo[1,5-a]pyridin-4-yl)pyrazin-2-yl)-4-methylpiperidin-4-yl)-3-fluoro-6-methylpicolinamide C(#N)C=1C=NN2C1C(=CC(=C2)OCC)C=2N=CC(=NC2)N2CCC(CC2)(C)NC(C2=NC(=CC=C2F)C)=O